S(=O)(=O)(C1=CC=C(C)C=C1)N1CC(C1)C(=O)N1C2=C(OCC1)C=CN=C2 4-(1-tosylazetidine-3-carbonyl)-3,4-dihydro-2H-pyrido[4,3-b][1,4]oxazine